COC(=O)C1=CC=C(C=C1)[C@H]1N(CCC(C1)=O)C(=O)OCC1=CC=CC=C1 Benzyl (S)-2-(4-(methoxycarbonyl)phenyl)-4-oxopiperidine-1-carboxylate